C(C)(C)(C)OC(=O)N1[C@H]2[C@@H](OCC1)CN(C2)C(=O)N([C@H](C(=O)O)C(C)C)C (2S)-2-[(4aR,7aS)-4-(tert-butoxycarbonyl)-hexahydropyrrolo[3,4-b][1,4]oxazine-6-carbonyl-(methyl)amino]-3-methylbutanoic acid